tert-butyl ((1S,2R)-5-bromo-2-(difluoromethoxy)-2,3-dihydro-1H-inden-1-yl)carbamate BrC=1C=C2C[C@H]([C@H](C2=CC1)NC(OC(C)(C)C)=O)OC(F)F